NC1=CC=CC(=N1)S(=O)(=O)NC(=O)C=1C(=NC(=CC1)C1=CC(=CC(=C1)OCC(C)C)F)N(C)C(C)C1=CC(=CC=C1)Cl N-[(6-amino-2-pyridyl)sulfonyl]-2-[1-(3-chlorophenyl)ethyl-methyl-amino]-6-(3-fluoro-5-isobutoxy-phenyl)pyridine-3-carboxamide